NC=1C=C(C=C2C=C(N=NC12)NC(=O)C1C(C1)F)C=1C=NN(C1)CC N-(8-Amino-6-(1-ethyl-1H-pyrazol-4-yl)cinnolin-3-yl)-2-fluorocyclopropanecarboxamide